6-amino-N-(5-chloro-6-(o-tolyl)pyridin-2-yl)pyridine-3-sulfonamide NC1=CC=C(C=N1)S(=O)(=O)NC1=NC(=C(C=C1)Cl)C1=C(C=CC=C1)C